C(C)(C)N1N=CC(=C1)C1=CC=2N(N=C1C)C(=CN2)C2=C1C=CC(=NC1=NC=C2)C2=NC=CC=N2 5-(7-(1-isopropyl-1H-pyrazol-4-yl)-6-methylimidazo[1,2-b]pyridazin-3-yl)-2-(pyrimidin-2-yl)-1,8-naphthyridine